(R)-7-((1s,4S)-4-(5-(Trifluoromethyl)pyridin-2-yl)cyclohexyl)-2-thia-7-azaspiro[4.5]decane 2,2-dioxide FC(C=1C=CC(=NC1)C1CCC(CC1)N1C[C@]2(CCS(C2)(=O)=O)CCC1)(F)F